O=S1(CC2(C1)CC(C2)N)=O 2,2-dioxo-2-thiaspiro[3.3]heptan-6-amine